O[C@H]([C@@H]([C@H](N)C(=O)O)C)CO (2s,3r,4r)-4,5-dihydroxyisoleucine